N-methyl-6-((trimethylsilyl)ethynyl)pyridazin-4-amine CNC1=CN=NC(=C1)C#C[Si](C)(C)C